C([C@@H]1[C@@H]([C@@H]([C@H](C(O1)O[C@@H]2[C@H](OC([C@@H]([C@H]2O)O)O)CO)O)OS(=O)(=O)O)O)O The molecule is a disaccharide derivative that is 4-O-(D-galactopyranosyl)-D-glucopyranose in which the hydroxy group at position 2 of the galactopyranose moiety has been converted into the corresponding hydrogen sulfate derivative. It is a disaccharide derivative, a partially-defined glycan and an oligosaccharide sulfate.